C(C)OC(=O)C=1C(C=C2N(C(CN3N=C4C(=CC=CC4=C32)OCCOC(F)(F)F)C(C)(C)C)C1)=O 6-(tert-butyl)-2-oxo-10-(2-(trifluoromethoxy)ethoxy)-6,7-dihydro-2H-pyrido[2',1':3,4]pyrazino[1,2-b]indazole-3-carboxylic acid ethyl ester